CC([C@@H](N)C(=O)O)CCN 3-methyl-D-ornithine